COC(C(C(OC)OC)C1=C(C=CC=C1)OC1=NC=NC(=C1)Cl)=O 2-[2-[6-chloropyrimidin-4-yloxy]phenyl]-3,3-dimethoxypropionic acid methyl ester